C(C)(C)C1=CC=2C(C3=CC=CC=C3SC2C=C1)=O 2-iso-propyl-thioxanthone